OCCSSCCO bis(2-hydroxyethyl) disulphide